IC1=CC=C(C=C1)NC1(C(C=CC=C1)C)C1=CC=C(C=C1)C (E)-N-(4-iodophenyl)-1-(p-tolyl)toluidine